3-ethyl-4'-[(1-{[4-(propan-2-yl)phenyl]carbamoyl}-D-prolyl)amino][1,1'-biphenyl]-4-carboxylic acid C(C)C=1C=C(C=CC1C(=O)O)C1=CC=C(C=C1)NC([C@@H]1N(CCC1)C(NC1=CC=C(C=C1)C(C)C)=O)=O